5-amino-N-(1-cyclopropylethyl)-N-(2-(trifluoromethyl)-6,7-dihydro-5H-cyclopenta[b]pyridin-5-yl)benzo[c][2,6]naphthyridin-9-carboxamide NC1=NC2=C(C3=CN=CC=C13)C=C(C=C2)C(=O)N(C2CCC1=NC(=CC=C12)C(F)(F)F)C(C)C1CC1